C1(C=C(C(CC1)C(=C)C)O)C p-menth-2,8-dienol